Methyl (R)-4-(7-chloro-10-(3-(4-chloro-3,5-dimethylphenoxy)propyl)-4-methyl-1-oxo-6-(1,3,5-trimethyl-1H-pyrazol-4-yl)-3,4-dihydropyrazino[1,2-a]indol-2(1H)-yl)-1H-indole-2-carboxylate ClC=1C=CC=2C(=C3N(C2C1C=1C(=NN(C1C)C)C)[C@@H](CN(C3=O)C3=C1C=C(NC1=CC=C3)C(=O)OC)C)CCCOC3=CC(=C(C(=C3)C)Cl)C